C(C)(C)(C)OC([C@H](CC(C(F)(F)F)C(F)(F)F)NC)=O (2S)-5,5,5-trifluoro-2-(methylamino)-4-(trifluoromethyl)pentanoic acid tert-butyl ester